tert-butyl 4-[2-[4-[2-[6-methyl-7-oxo-1-(p-tolylsulfonyl) pyrrolo[2,3-c]pyridin-4-yl]-4-tetrahydrothiopyran-4-yl-phenoxy]phenyl]ethyl]piperidine-1-carboxylate CN1C(C2=C(C(=C1)C1=C(OC3=CC=C(C=C3)CCC3CCN(CC3)C(=O)OC(C)(C)C)C=CC(=C1)C1CCSCC1)C=CN2S(=O)(=O)C2=CC=C(C=C2)C)=O